[Y].[Al].[Cr].[Ni] Nickel Chromium Aluminium Yttrium